(S)-6-methoxychroman-4-amine COC=1C=C2[C@H](CCOC2=CC1)N